ethyl 4-(3-ethoxy-3-oxopropyl)-2-methyl-6-nitroquinoline-3-carboxylate C(C)OC(CCC1=C(C(=NC2=CC=C(C=C12)[N+](=O)[O-])C)C(=O)OCC)=O